C(C)(=O)C1CC=C(CC1)C 4-acetyl-1-methyl-cyclohexene